NCC=1C=C(CNC(C)=N)C=CC1 N-(3-(aminomethyl)benzyl)acetamidine